COC(CCC(C#N)C1=C(C=CC2=C1C=C(O2)C#CCNC(=O)OC(C)(C)C)F)=O.C(C)(C)(C)C2=CC=C(C=C2)[I+]C2=CC=C(C=C2)C(C)(C)C di(4-t-butylphenyl)iodonium methyl-4-(2-(3-((tert-butoxycarbonyl)amino)prop-1-yn-1-yl)-5-fluorobenzofuran-4-yl)-4-cyanobutanoate